CC(C)(C)[S@](=O)N[C@@H](C(C)C)C1=CC=C(C=C1)C=1OC(=NN1)C1=CC=CC=C1 (S)-2-methyl-N-((S)-2-methyl-1-(4-(5-phenyl-1,3,4-oxadiazol-2-yl)phenyl)propyl)propane-2-sulfinamide